5-bromo-2-(fluoromethoxy)-7-methylquinoxaline BrC1=C2N=CC(=NC2=CC(=C1)C)OCF